BrCCC1=CC=CC=C1Br 2,6-dibromoethylbenzene